C(C)[NH+](CC)CC.P(=O)([O-])([O-])OC[C@@H]1[C@H]([C@H]([C@@H](O1)N1C=NC=2C(N)=NC(=NC12)C)S)O.C(C)[NH+](CC)CC 2-methylthioadenosine 5'-monophosphate triethyl-ammonium salt